C(C(=C)C)(=O)OC(CC)C=1NC=C[N+]1C 1-methacryloyloxypropyl-3-methylimidazolium